FC(CN1N=CC=2C1=NC(=CN2)N2CC1(CC2=O)CN(CC1)C1=NC=C(C=C1)C(F)(F)F)F 2-[1-(2,2-difluoroethyl)-1H-pyrazolo[3,4-b]pyrazin-6-yl]-7-[5-(trifluoromethyl)pyridin-2-yl]-2,7-diazaspiro[4.4]nonan-3-one